2,2,2-Trifluoro-1-(5-(pyridin-4-yl-methyl)thiazol-2-yl)ethan FC(CC=1SC(=CN1)CC1=CC=NC=C1)(F)F